1,3-eicosanediol C(CC(CCCCCCCCCCCCCCCCC)O)O